3,4-dichlorophenyl 2,4,6-tri-O-acetyl-3-deoxy-3-[4-(2-thiazolyl)-1H-1,2,3-triazol-1-yl]-1-thio-alpha-D-galactopyranoside C(C)(=O)O[C@H]1[C@@H](SC2=CC(=C(C=C2)Cl)Cl)O[C@@H]([C@@H]([C@@H]1N1N=NC(=C1)C=1SC=CN1)OC(C)=O)COC(C)=O